N1(CCCC1)CCCCCCC(=O)O 1-Pyrrolidineheptanoic Acid